ClC1=C(C=CC(=C1)C(F)(F)F)NC(CN1C(=C(C(C=2C1=NC(=CN2)C)=O)N2CCN(CC2)C(C2=NC=CC=C2O)=O)CC)=O N-(2-chloro-4-(trifluoromethyl)phenyl)-2-(6-ethyl-7-(4-(3-hydroxypicolinoyl)piperazin-1-yl)-3-methyl-8-oxopyrido[2,3-b]pyrazin-5(8H)-yl)acetamide